(R)-3-chloro-2-((4,4-difluoropyrrolidin-2-yl)methoxy)pyridine ClC=1C(=NC=CC1)OC[C@@H]1NCC(C1)(F)F